1-(2-thienyl)-2-(phenylamino)ethane-1-ol Methyl-3-((2R,4S)-2-(2,5-difluorophenyl)-4-fluoropyrrolidin-1-yl)-1-((2-(trimethylsilyl)ethoxy)methyl)-1H-pyrazolo[3,4-b]pyridine-5-carboxylate CC1=C2C(=NC=C1C(=O)OC(CNC1=CC=CC=C1)C=1SC=CC1)N(N=C2N2[C@H](C[C@@H](C2)F)C2=C(C=CC(=C2)F)F)COCC[Si](C)(C)C